(S)-6-amino-2-(1-amino-1,3-dihydro-spiro[inden-2,4'-piperidin]-1'-yl)-5-(3-(2-hydroxypyridin-4-yl)prop-1-yn-1-yl)-3-methylpyridin-4(3H)-one NC1=C(C([C@H](C(=N1)N1CCC2(CC1)C(C1=CC=CC=C1C2)N)C)=O)C#CCC2=CC(=NC=C2)O